C(C)(C)(C)OC(=O)N1C[C@H](CCC1)NC1=C(C=C(C(=C1)Br)F)N (S)-3-((2-amino-5-bromo-4-fluorophenyl)amino)piperidine-1-carboxylic acid tert-butyl ester